CC1=CC=C(C=C1)C1=NC2=CC=CC=C2C(=C1)C1=CC=CC=C1 2-(4-methylphenyl)-4-phenylquinoline